butyl (1-(6-(2-chloro-5-fluoropyrimidin-4-yl)-8-fluoro-2-methylquinolin-4-yl)ethyl)carbamate ClC1=NC=C(C(=N1)C=1C=C2C(=CC(=NC2=C(C1)F)C)C(C)NC(OCCCC)=O)F